[F-].[F-].C(C)[SiH](CC)[Zr+2](C1C(=CC2=CC=CC=C12)C1=CC=CC=C1)C1C(=CC2=CC=CC=C12)C1=CC=CC=C1 Diethylsilyl-bis(phenylindenyl)zirconium difluoride